piperazin-1-yl-(4-(trifluoromethoxy)phenyl)methanone hydrochloride Cl.N1(CCNCC1)C(=O)C1=CC=C(C=C1)OC(F)(F)F